(1S,2S)-2-[1-[2-(benzyloxy)ethyl]-1H-pyrazol-4-yl]-3-methylcyclopropane C(C1=CC=CC=C1)OCCN1N=CC(=C1)[C@H]1CC1C